C=C1[C@@H]2[C@H](N[C@H](C1)CC2)C(=O)N2CC1(CN(C1)C1=C3C(=NC=C1C#N)SC(=C3)CC(F)(F)F)C2 4-{6-[(1S,3S,4R)-5-methylidene-2-azabicyclo[2.2.2]octane-3-carbonyl]-2,6-diazaspiro[3.3]heptane-2-yl}-2-(2,2,2-trifluoroethyl)thieno[2,3-b]pyridine-5-carbonitrile